3-(N-(2-fluorophenyl)sulfamoyl)-N-(3-(trifluoromethyl)phenyl)benzamide FC1=C(C=CC=C1)NS(=O)(=O)C=1C=C(C(=O)NC2=CC(=CC=C2)C(F)(F)F)C=CC1